BrC1(C(C(=CC(=C1)C([2H])([2H])[2H])Cl)Cl)CCCCCCCCCCCCCCCC[C@]1(C(=C(C(=O)O1)O)O)[C@@H](O)CO 1-bromo-2,3-dichloro-5-(methyl-d3)benzenePalmityl-ascorbic acid